FC(C(C(C(F)(F)F)(C(F)(F)F)OC(C(=C(F)F)F)(F)F)(F)F)(F)F 1,1,1,2,2,4,4,4-octafluoro-3-((perfluoroallyl)oxy)-3-(trifluoromethyl)butane